C(C1=CC=CC=C1)N(C(=O)C1N(CC(C1)F)S(=O)(=O)C1=CC=C(C)C=C1)C1CCC(CC1)(C)C 4-Fluoro-1-(toluene-4-sulfonyl)-pyrrolidine-2-carboxylic acid benzyl-(4,4-dimethyl-cyclohexyl)-amide